C1(=CC=CC=C1)C=1C(=C2C=C3C(=CC=C4C=5C=CC=CC5N=C34)C2=CC1)C1=NN=NC(=C1C1=C(C=CC=C1)C1=CC=CC=C1)C1=C(C=CC=C1)C1=CC=CC=C1 phenyl[bis(biphenylyl)triazinyl]indenocarbazole